C(C)C1=NN(C2=C1C(NCC1(CCOCC1)C2)=O)C[C@H](COC(C2=CC(=CC=C2)S(N)(=O)=O)=O)C 3-Sulfamoylbenzoic acid [(2R)-3-(3-ethyl-4-oxo-spiro[6,8-dihydro-5H-pyrazolo[4,3-c]azepin-7,4'-tetrahydropyran]-1-yl)-2-methyl-propyl] ester